5-(3-chloroanilino)benzo[c][2,6]naphthyridine-8-carboxylic acid ClC=1C=C(NC2=NC3=C(C4=CN=CC=C24)C=CC(=C3)C(=O)O)C=CC1